NC(N)=NC(=O)C1=NC=CN=C1 (diaminomethylidene)pyrazine-2-carboxamide